NC([C@@H](CC(NC(C1=CC=CC=C1)(C1=CC=CC=C1)C1=CC=CC=C1)=O)NC(OC(C)(C)C)=O)=O tert-butyl (R)-(1-amino-1,4-dioxo-4-(tritylamino)butan-2-yl)carbamate